CC1=C(C=CC=C1)C=1OC2=C(C1)C=CC=C2 2-(o-methylphenyl)benzofuran